N-(5-((1H-pyrazol-1-yl)methyl)-3,4-dihydro-2H-chromeno[8,7-d]isoxazol-9-yl)-2,6-dimethoxybenzenesulfonamide N1(N=CC=C1)CC1=C2CCCOC2=C2C(=NOC2=C1)NS(=O)(=O)C1=C(C=CC=C1OC)OC